8-chloro-3-methyl-3-(2-methylprop-1-enyl)-6-(pyrimidin-4-ylamino)-2H-imidazo[1,5-a]pyridine-1,5-dione ClC1=C2N(C(C(=C1)NC1=NC=NC=C1)=O)C(NC2=O)(C=C(C)C)C